N-methyl-N-amyl-toluidine CN(C=1C(=CC=CC1)C)CCCCC